4-(2-{5-[(2S,5R)-5-amino-2-methylpiperidine-1-carbonyl]-7-methoxy-1-methyl-1H-1,3-benzodiazol-2-yl}-1-(cyclopropylmethyl)-1H-pyrrolo[2,3-b]pyridin-6-yl)-2-fluorobenzamide N[C@@H]1CC[C@@H](N(C1)C(=O)C1=CC2=C(N(C(=N2)C2=CC=3C(=NC(=CC3)C3=CC(=C(C(=O)N)C=C3)F)N2CC2CC2)C)C(=C1)OC)C